BrC1=CC=C(C(=O)NC2=CC=C(C=C2)C(\C=C\C2=CC=C(C=C2)N(C)CCO)=O)C=C1 4-Bromo-N-[4-[(E)-3-[4-[2-hydroxyethyl(methyl)amino]phenyl]prop-2-enoyl]phenyl]benzamide